(1R,5S)-1-(2-chloro-4-fluorophenyl)-3-(5-(methoxymethyl)-4-(6-methoxypyridin-3-yl)-4H-1,2,4-triazol-3-yl)-3-azabicyclo[3.1.0]hexane ClC1=C(C=CC(=C1)F)[C@@]12CN(C[C@H]2C1)C1=NN=C(N1C=1C=NC(=CC1)OC)COC